5-[3-(4-methoxypyrrolidin-3-yl)oxy-5-methyl-isoxazol-4-yl]pyrazolo[1,5-a]pyridin COC1C(CNC1)OC1=NOC(=C1C1=CC=2N(C=C1)N=CC2)C